BrC=1N(N=C2C1CN(CC2)C2=NC=C(C=C2F)C(F)(F)F)C2=C(C=CC=C2CC)CC 3-bromo-2-(2,6-diethylphenyl)-5-(3-fluoro-5-(trifluoromethyl)pyridin-2-yl)-4,5,6,7-tetrahydro-2H-pyrazolo[4,3-c]Pyridine